4-(aminomethyl)-6-(5-(6-(2-hydroxy-prop-2-yl)-1-oxoisoindol-2-yl)-1-methyl-1H-pyrazol-4-yl)phthalazin-1(2H)-one NCC1=NNC(C2=CC=C(C=C12)C=1C=NN(C1N1C(C2=CC(=CC=C2C1)C(C)(C)O)=O)C)=O